C(C)(C)(C)C=1C=C(CP([O-])([O-])=O)C=C(C1O)C(C)(C)C 3,5-di-tert-butyl-4-hydroxy-Benzylphosphonate